((8-(2-methylcyclopentyl)-7-oxo-7,8-dihydropyrido[2,3-d]pyrimidin-2-yl) amino) piperidine-1-carboxylate N1(CCCCC1)C(=O)ONC=1N=CC2=C(N1)N(C(C=C2)=O)C2C(CCC2)C